ClC=1C=C2C(=NC(=NC2=C(C1C1=C(C=CC=C1OC)F)F)CNC1=NC=CC=C1)N1CCN(CC1)C(=O)OC(C)(C)C tert-Butyl 4-(6-chloro-8-fluoro-7-(2-fluoro-6-methoxyphenyl)-2-((pyridin-2-ylamino)methyl)quinazolin-4-yl)piperazine-1-carboxylate